CC1=C(C=NN1)/C(=C/C(=O)O)/C (E)-3-(5-methyl-4-pyrazolyl)-2-butenoic acid